C(C)OC(=O)C=1C(=C2C(C(=O)OC2=O)=CC1C)C 4-ethoxycarbonyl-3,5-dimethylphthalic anhydride